CC1(OB(OC1(C)C)C=1CC(CCC1)N)C 3-(4,4,5,5-tetramethyl-1,3,2-dioxaborolan-2-yl)cyclohex-3-en-1-amine